C(C1=CC=CC=C1)S(=O)(=O)C=1C2CCC(C1)C2 2-toluenesulfonylbicyclo[2.2.1]hept-2-ene